N(C(=N)N)C(C(=O)O)C 2-carbamimidamido-propanoic acid